(R)-4-(5-(2-amino-4-((1-hydroxy-2-methylhex-2-yl)amino)pyrido[4,3-d]pyrimidin-7-yl)pyridin-2-yl)piperazine-1-carboxylic acid tert-butyl ester C(C)(C)(C)OC(=O)N1CCN(CC1)C1=NC=C(C=C1)C1=CC=2N=C(N=C(C2C=N1)N[C@@](CO)(CCCC)C)N